tert-Butyl-(S)-(1-(6-bromopyridin-3-yl)ethyl)carbamate C(C)(C)(C)OC(N[C@@H](C)C=1C=NC(=CC1)Br)=O